CN(CCNC(=O)C=1N=C(OC1C1=CC(=CC=C1)[N+](=O)[O-])C1=CC=C(C=C1)C(F)(F)F)C (2-(dimethylamino)ethyl)-5-(3-nitrophenyl)-2-(4-(trifluoromethyl)phenyl)oxazole-4-carboxamide